7-(3-amino-6-(4-(4-cyclobutylpiperazin-1-yl)phenyl)-5-fluoropyrazin-2-yl)-2-methylquinazolin-4(3H)-one NC=1C(=NC(=C(N1)F)C1=CC=C(C=C1)N1CCN(CC1)C1CCC1)C1=CC=C2C(NC(=NC2=C1)C)=O